1-((4-(4-(cyclopentanecarbonyl)piperazine-1-carbonyl)-5-fluoropyridin-2-yl)methyl)quinazoline-2,4(1H,3H)-dione C1(CCCC1)C(=O)N1CCN(CC1)C(=O)C1=CC(=NC=C1F)CN1C(NC(C2=CC=CC=C12)=O)=O